methyl-2-Pyrrolyl ketone CC(=O)C=1NC=CC1